spiro[3.3]Heptane-2-Formic acid C1C(CC12CCC2)C(=O)O